CC1=CC=C(C=C1)N(C2=CC=CC=C2)C3=CC=C(C=C3)C 4-methyl-N-(4-methylphenyl)-N-phenylaniline